4-chloro-5-(4-chlorophenyl)-3-((1-(3-chloro-6-fluorophenyl)-5-((S)-1-hydroxyethyl)-1H-1,2,4-triazol-3-yl)methyl)-1-((S)-3,3,3-trifluoro-2-hydroxypropyl)-1,3-dihydro-2H-imidazol-2-one ClC=1N(C(N(C1C1=CC=C(C=C1)Cl)C[C@@H](C(F)(F)F)O)=O)CC1=NN(C(=N1)[C@H](C)O)C1=CC(=CC=C1F)Cl